C(C)(=O)OC[C@H]1O[C@H](C[C@@H]1OC(C)=O)N1C(NC(C=C1)=S)=O ((2R,3S,5R)-3-acetoxy-5-(2-oxo-4-thioxo-3,4-dihydropyrimidin-1(2H)-yl)tetrahydrofuran-2-yl)methyl acetate